C(C)(C)OC=1C(=CC=2C(N1)=NN(C2)CC2COCC2)C(=O)N 6-isopropoxy-2-((tetrahydrofuran-3-yl)methyl)-2H-pyrazolo[3,4-b]pyridine-5-carboxamide